(Z)-N-(4-methyl-2-oxo-2H-chromen-7-yl)-2-(5-(2-methylbenzylidene)-2,4-dioxothiazolidin-3-yl)acetamide CC1=CC(OC2=CC(=CC=C12)NC(CN1C(S\C(\C1=O)=C/C1=C(C=CC=C1)C)=O)=O)=O